[Cl-].[NH4+].C1(=CC=CC=C1)C (phenyl)methane ammonium chloride salt